CN1C=C(C=C(C1=O)C)C1=CC(=C(C(=O)N2CCC(CC2)OC2CCN(CC2)C(=O)C=2C=CC(=C(C2)N2C(NC(CC2)=O)=O)OC)C=C1)OC 1-(5-(4-((1-(4-(1,5-Dimethyl-6-oxo-1,6-dihydropyridin-3-yl)-2-methoxybenzoyl)piperidin-4-yl)oxy)piperidine-1-carbonyl)-2-methoxyphenyl)dihydropyrimidine-2,4(1H,3H)-dione